1,3-cyclopentanedicarboxylic acid chloride C1(CC(CC1)C(=O)Cl)C(=O)Cl